C(C)(C)OC1=NNC(=C1)C(=O)[O-] 3-isopropoxy-1H-pyrazole-5-carboxylate